1-benzamido-3-chloropropan-2-ol C(C1=CC=CC=C1)(=O)NCC(CCl)O